3-(5-hydroxypyridin-2-yl)-1-methylimidazolidine-2,4-dione OC=1C=CC(=NC1)N1C(N(CC1=O)C)=O